4,5-dimethyl-4,5-diethyl-1,7-octadiene CC(CC=C)(C(CC=C)(CC)C)CC